chloro-4-((3-(2,3-dihydrobenzo[b][1,4]dioxin-6-yl)-2-methylbenzyl)oxy)-2-(3-(dimethylamino)propoxy)benzaldehyde ClC=1C(=C(C=O)C=CC1OCC1=C(C(=CC=C1)C1=CC2=C(OCCO2)C=C1)C)OCCCN(C)C